OC=1C=CC2=C(C(=CO2)C(=O)O)C1 5-Hydroxy-benzofuran-3-carboxylic acid